The molecule is a pentacyclic triterpenoid that is the cinnamate ester obtained by the formal condensation of the carboxy group of trans-4-coumaric acid with the hydroxy group at position 3 of actinidic acid (the 2alpha,3beta stereoisomer). It is isolated from the roots of Actinidia arguta and exhibits inhibitory activity towards pancreatic lipase. It has a role as a metabolite and an EC 3.1.1.3 (triacylglycerol lipase) inhibitor. It is a cinnamate ester, a hydroxy monocarboxylic acid, a pentacyclic triterpenoid, a secondary alcohol and a primary alcohol. It derives from a trans-4-coumaric acid and an actinidic acid. C[C@@H]1[C@H]2C3=CC[C@H]4[C@]([C@@]3(CC[C@]2(CCC1=C)C(=O)O)C)(CC[C@@H]5[C@@]4(C[C@H]([C@@H]([C@@]5(C)CO)OC(=O)/C=C/C6=CC=C(C=C6)O)O)C)C